2-(2-Cyclopropyl-8-isopropyl-5-oxo-pyrido[2,3-d]pyridazin-6-yl)-N-(5-methyl-1,2,4-thiadiazol-3-yl)acetamide C1(CC1)C=1C=CC2=C(C(=NN(C2=O)CC(=O)NC2=NSC(=N2)C)C(C)C)N1